tert-Butyl (R,Z)-4-((tert-butylsulfinyl)imino)-2-chloro-4,6-dihydrospiro[cyclopenta[d]thiazole-5,4'-piperidine]-1'-carboxylate C(C)(C)(C)[S@@](=O)\N=C\1/C=2N=C(SC2CC12CCN(CC2)C(=O)OC(C)(C)C)Cl